5-(2-aminoethyl)aminonaphthalene-1-sulfonic acid NCCNC1=C2C=CC=C(C2=CC=C1)S(=O)(=O)O